N-[(3R,4S)-1-(3,3-difluorocyclobutanecarbonyl)-4-fluoropyrrolidin-3-yl]-2,6-difluorobenzamide FC1(CC(C1)C(=O)N1C[C@H]([C@H](C1)F)NC(C1=C(C=CC=C1F)F)=O)F